Cl.C1(=CC=CC=C1)NCCC[Si](OC)(OC)OC N-phenyl-3-aminopropyltrimethoxysilane hydrochloride